1-(8-fluoro-7-(8-fluoronaphthalen-1-yl)-2-((tetrahydro-1H-pyrrolizin-7a(5H)-yl)methoxy)pyrido[4,3-d]pyrimidin-4-yl)-N2-(pyridin-3-yl)ethane-1,2-diamine FC1=C(N=CC2=C1N=C(N=C2C(CNC=2C=NC=CC2)N)OCC21CCCN1CCC2)C2=CC=CC1=CC=CC(=C21)F